FC(C)(F)F.FC(C)(F)F.N1CC(C1)CN1CCC(CC1)C=1C=C(C=CC1)N[C@H]1C(NC(CC1)=O)=O |r| (±)-3-((3-(1-(azetidin-3-ylmethyl)piperidin-4-yl)phenyl)amino)piperidine-2,6-dione Ditrifluoroethane salt